NC=1C2=C(N=CN1)N(C(=C2C2=CC=C(C=C2)OC2=NC(=CC=C2)F)C#CC2CN(C2)C2CCN(CC2)C(C=C)=O)C 1-(4-(3-((4-amino-5-(4-((6-fluoropyridin-2-yl)oxy)phenyl)-7-methyl-7H-pyrrolo[2,3-d]pyrimidin-6-yl)ethynyl)azetidin-1-yl)piperidin-1-yl)prop-2-en-1-one